azetidin-1-yl(5-bromo-3-(difluoromethyl)pyridin-2-yl)methanone N1(CCC1)C(=O)C1=NC=C(C=C1C(F)F)Br